CC(C)(C)ON.Cl O-tert-butylhydroxylamine hydrochloride